OC1=CC=C(C=C1)C(=C(Cl)Cl)C1=CC=C(C=C1)O bis-(4-hydroxyphenyl)-2,2-dichloroethylene